CC1(OC[C@@H](O1)[C@@H]1[C@H]([C@@H]2[C@@H](OC(O2)(C)C)O1)O)C (3aR,5S,6R,6aR)-5-[(4R)-2,2-dimethyl-1,3-dioxolan-4-yl]-2,2-dimethyl-3a,5,6,6a-tetrahydrofuro[2,3-d][1,3]dioxol-6-ol